[2,6-dichloro-3-(trifluoromethyl)phenyl]methanamine ClC1=C(C(=CC=C1C(F)(F)F)Cl)CN